FC(C(C(C(C(C(C(F)(F)OC(C(=C)C)=O)(F)F)(F)F)(F)F)(F)F)(F)F)(CCC(F)(F)F)F Heptadecafluorodecyl-Methacrylat